C(=O)(O)C=1C(=C(C=C(C(=O)OCC(C)C)C#N)C=CC1)O isobutyl 3-carboxy-2-hydroxy-α-cyanocinnamate